[N+](=O)([O-])C=1C=CC2=C(C(=N[C@H](C=3N2C(=NN3)SCC#C)CCC(=O)OC)C3=C(C=CC=C3)Cl)C1 methyl (S)-3-(8-nitro-6-(2-chlorophenyl)-1-(propargylthio)-4H-benzo[f][1,2,4]triazolo[4,3-a][1,4]diazepin-4-yl)propionate